tertbutyl N-(1-benzyl-4-methyl-1,4-diazepan-6-yl)carbamate C(C1=CC=CC=C1)N1CCN(CC(C1)NC(OC(C)(C)C)=O)C